[4-[2-[2-(5-chloro-2-hydroxy-phenyl)thiazol-4-yl]-3H-imidazo[4,5-b]pyridin-7-yl]-1-piperidyl]-[4-(trifluoromethoxy)phenyl]methanone ClC=1C=CC(=C(C1)C=1SC=C(N1)C1=NC=2C(=NC=CC2C2CCN(CC2)C(=O)C2=CC=C(C=C2)OC(F)(F)F)N1)O